3-sulphonatopropylacrylat S(=O)(=O)([O-])CCCOC(C=C)=O